N-[3,4-Dichloro-10-(1-tetrahydropyran-2-ylpyrazol-4-yl)-6,7,8,9-tetrahydropyrido[1,2-a]indol-7-yl]-2-methoxy-ethanesulfonamide ClC1=CC=C2C(=C3N(C2=C1Cl)CC(CC3)NS(=O)(=O)CCOC)C=3C=NN(C3)C3OCCCC3